O=C1N(CCC1)CCCC(=O)O 4-(2-oxopyrrolidin-1-yl)butyric acid